(2-(benzyloxy)-2-oxoethyl)triphenylphosphonium bromide [Br-].C(C1=CC=CC=C1)OC(C[P+](C1=CC=CC=C1)(C1=CC=CC=C1)C1=CC=CC=C1)=O